1-(6-((tert-butoxy-carbonyl)amino)-4-methylpyridin-3-yl)-6-chloro-7-(5-methoxyisoindolin-2-yl)-4-oxo-1,4-dihydro-1,8-naphthyridine-3-carboxylic acid C(C)(C)(C)OC(=O)NC1=CC(=C(C=N1)N1C=C(C(C2=CC(=C(N=C12)N1CC2=CC=C(C=C2C1)OC)Cl)=O)C(=O)O)C